Cl.CC=1C=2N(C=C(N1)C)C=C(C2)C2=CC1=C(N=C(S1)N(C1CC(NC(C1)(C)C)(C)C)C)C=C2 6-(1,3-Dimethylpyrrolo[1,2-a]pyrazin-7-yl)-N-methyl-N-(2,2,6,6-tetramethylpiperidin-4-yl)-1,3-benzothiazol-2-amin-Hydrochlorid